Tert-butyl (R)-9-(7-((4-((1-(3-bromophenyl)ethyl)amino)-6-methoxy-2-methyl-quinazolin-7-yl)oxy)heptyl)-3,9-diazaspiro[5.5]undecane-3-carboxylate BrC=1C=C(C=CC1)[C@@H](C)NC1=NC(=NC2=CC(=C(C=C12)OC)OCCCCCCCN1CCC2(CCN(CC2)C(=O)OC(C)(C)C)CC1)C